N1=C(C=NC(=C1)C(=O)O)C(=O)O 2,5-pyrazinedicarboxylic acid